C(C)(C)(C)OC(=O)C=1N=NC(=CC1)N1CCC(CC1)CN1CCN(CC1)C=1C=C2C(N(C(C2=CC1)=O)C1C(NC(CC1)=O)=O)=O 6-[4-[[4-[2-(2,6-dioxo-3-piperidinyl)-1,3-dioxo-isoindolin-5-yl]piperazin-1-yl]methyl]-1-piperidinyl]pyridazine-3-carboxylic acid tert-butyl ester